(3-(6-(1-hydroxyethyl)-3,4-dihydroquinolin-1(2H)-yl)-1,2,4-oxadiazol-5-yl)-2-isopropyl-Oxybenzonitrile OC(C)C=1C=C2CCCN(C2=CC1)C1=NOC(=N1)C=1C(=C(C#N)C=CC1)OC(C)C